N-fluorenylmethoxycarbonyl-3-(2-naphthyl)-D-alanine C1(=CC=CC=2C3=CC=CC=C3CC12)COC(=O)N[C@H](CC1=CC2=CC=CC=C2C=C1)C(=O)O